2-amino-4,6-difluorobenzonitrile NC1=C(C#N)C(=CC(=C1)F)F